C[C@H](CCO)CCC=C(C)C (3S)-3,7-dimethyloct-6-en-1-ol